5-(4-bromophenoxy)pentan-1-ol BrC1=CC=C(OCCCCCO)C=C1